[K+].C(CC(O)(C(=O)[O-])CC(=O)[O-])(=O)[O-].[K+].[K+] citric acid, potassium salt